NC=1C=2N(C(=C(N1)C=1C=C(C#N)C=CC1)C=1C=CC=3N(C1)C=CN3)N=CN2 3-(8-amino-5-(imidazo[1,2-a]pyridin-6-yl)-[1,2,4]triazolo[1,5-a]pyrazin-6-yl)benzonitrile